(6S,7aR)-2-(5-cyclopropyl-1,3,4-oxadiazol-2-yl)-6-fluoro-3-(3-methyl-2-pyridyl)-5,6,7,7a-tetrahydro-3H-pyrrolo[1,2-c]imidazol-1-one C1(CC1)C1=NN=C(O1)N1C(N2[C@@H](C1=O)C[C@@H](C2)F)C2=NC=CC=C2C